[6-[(5-chloro-2-pyridyl)methyl]-2-azaspiro[3.3]heptan-2-yl]-[6-(5-fluoro-3-pyridyl)-2,6-diazaspiro[3.3]heptan-2-yl]methanone ClC=1C=CC(=NC1)CC1CC2(CN(C2)C(=O)N2CC3(C2)CN(C3)C=3C=NC=C(C3)F)C1